2α-fluoro-3α-hydroxy-7-oxo-5β-cholanic acid methyl ester COC(CC[C@@H](C)[C@H]1CC[C@H]2[C@@H]3C(C[C@@H]4C[C@@H]([C@@H](C[C@]4(C)[C@H]3CC[C@]12C)F)O)=O)=O